C1(=CC=CC=C1)C=1C(=NC=CC1)C(=O)OC(\C=C\C1=CC=C(C=C1)N(CC)CC)=O (E)-2-(3-(4-(diethylamino) phenyl) acryloyl) phenylpyridinecarboxylate